[C@@H]1(CC\C=C/CCC1)O |r| (±)-(Z)-Cyclooct-4-enol